3-{5-[4-(2H-Pyrazol-3-yl)-phenoxy]-indazol-1-yl}-propan N=1NC(=CC1)C1=CC=C(OC=2C=C3C=NN(C3=CC2)CCC)C=C1